BrC(C(=O)OC)(C)C Methyl α-bromoisobutyrat